C[C@H]1CN(C[C@@H](O1)C)C=1N=C(C2=C(N1)C(N(C2)C(C)C)=O)NC2=CC=C(C=C2)C(C)C 2-[(2s,6s)-2,6-dimethylmorpholin-4-yl]-6-(prop-2-yl)-4-{[4-(prop-2-yl)phenyl]amino}-5,6-dihydro-7H-pyrrolo[3,4-d]pyrimidin-7-one